6-(3-amino-5-fluoro-6-(4-(piperidin-4-yl)phenyl)pyrazin-2-yl)-8-fluoro-3,4-dihydroisoquinolin-1(2H)-one NC=1C(=NC(=C(N1)F)C1=CC=C(C=C1)C1CCNCC1)C=1C=C2CCNC(C2=C(C1)F)=O